N-(4-(cis-bicyclo[3.1.0]hexan-3-yloxy)-3,5-difluorophenyl)-2-(2,6-dimethylmorpholino)-5-(2,2,2-trifluoroethyl)oxazole-4-carboxamide C12CC(CC2C1)OC1=C(C=C(C=C1F)NC(=O)C=1N=C(OC1CC(F)(F)F)N1CC(OC(C1)C)C)F